(2S)-1-tert-butoxycarbonyl-4-[2-[1-(2,6-dioxo-3-piperidyl)-3-methyl-2-oxo-benzimidazol-5-yl]ethyl]piperazine-2-carboxylic acid C(C)(C)(C)OC(=O)N1[C@@H](CN(CC1)CCC1=CC2=C(N(C(N2C)=O)C2C(NC(CC2)=O)=O)C=C1)C(=O)O